C(#N)CC(=O)N1C[C@@H](OCC1)COC1=NC=CC2=CC(=C(C=C12)OC(C)C)C(=O)N 1-{[(2R)-4-(cyanoacetyl)morpholin-2-yl]methoxy}-7-(propan-2-yloxy)isoquinoline-6-carboxamide